FC=1C=C(C=C(C1)CC#N)[Si](C)(C)C 5-fluoro-3-trimethylsilylbenzeneacetonitrile